BrC1=C(C=C(C=C1)C(C)(C)C)Br 1,2-dibromo-4-tert-butylbenzene